ClC1=C2C=CC=NC2=C(C(=C1)C(NC(CCC)=O)C1=CC(=CC=C1)OC)O N-((5-chloro-8-hydroxyquinolin-7-yl)(3-methoxyphenyl)methyl)butyramide